1,3-BIS(4-FLUOROPHENYL)-5-BROMO-1H-PYRAZOLE-4-CARBOXALDEHYDE FC1=CC=C(C=C1)N1N=C(C(=C1Br)C=O)C1=CC=C(C=C1)F